dimethoxy-1,1-biphenyl COC1=CC=C(C=C1)C1=CC=C(C=C1)OC